C1=CC=CC=C1.[Cd].[Y] yttrium-cadmium benzene